7-(3-(1-(2,2-difluoro-1-(4-fluorophenyl)propyl)-1H-pyrazol-4-yl)-2-fluorophenyl)-8-methyl-[1,2,4]triazolo[1,5-a]pyridin-2-amine FC(C(C1=CC=C(C=C1)F)N1N=CC(=C1)C=1C(=C(C=CC1)C1=C(C=2N(C=C1)N=C(N2)N)C)F)(C)F